bis(2-(2-(2-methoxyethoxy) ethoxy) ethyl) hydrogen phosphate P(=O)(OCCOCCOCCOC)(OCCOCCOCCOC)O